2-(8-bromonaphthalen-1-yl)ethyl methanesulfonate CS(=O)(=O)OCCC1=CC=CC2=CC=CC(=C12)Br